3-(2,4-dimethylphenyl)butan-2-ol CC1=C(C=CC(=C1)C)C(C(C)O)C